C1(O)=C(O)C(=CC=C1)N catecholeamine